N-((1S)-1-(1-(4-(((diethylamino)(methyl)(oxo)-λ6-sulfaneylidene)amino)pyridin-2-yl)-1H-1,2,4-triazol-5-yl)ethyl)-3,5-bis(trifluoromethyl)benzamide C(C)N(CC)S(=O)(C)=NC1=CC(=NC=C1)N1N=CN=C1[C@H](C)NC(C1=CC(=CC(=C1)C(F)(F)F)C(F)(F)F)=O